1-((R)-3,3-difluoro-4-((6-fluoro-5-(1-((S)-2-fluoropropyl)-1H-benzo[d][1,2,3]triazol-6-yl)-4-methoxypyrrolo[2,1-f][1,2,4]triazin-2-yl)amino)piperidin-1-yl)ethan-1-one FC1(CN(CC[C@H]1NC1=NN2C(C(=N1)OC)=C(C(=C2)F)C=2C=CC1=C(N(N=N1)C[C@H](C)F)C2)C(C)=O)F